rac-(6-(1-methyl-1H-pyrazol-4-yl)pyrazolo[1,5-a]pyrazin-4-yl)(3-(methylamino)cyclopentyl)methanone hydrochloride Cl.CN1N=CC(=C1)C=1N=C(C=2N(C1)N=CC2)C(=O)C2CC(CC2)NC